tert-butyl (3R)-3-(2-(benzyloxy)-1-hydroxy-2-oxoethyl)piperidine-1-carboxylate C(C1=CC=CC=C1)OC(C(O)[C@H]1CN(CCC1)C(=O)OC(C)(C)C)=O